C1(CC1)C=1OC=NN1 cyclopropyl-1,3,4-oxadiazole